FC(C1(CCC1)C1=NOC(=C1)N)(F)F 3-(1-(trifluoromethyl)cyclobutyl)isoxazol-5-amine